1-(2-chloro-6-nitro-phenyl)-3-methyl-pyrazole ClC1=C(C(=CC=C1)[N+](=O)[O-])N1N=C(C=C1)C